C1(CC1)C(CNC(=O)C1=NOC(N1)=O)(CC1=CC=C(C=C1)F)C N-(2-cyclopropyl-3-(4-fluorophenyl)-2-methylpropyl)-5-oxo-4,5-dihydro-1,2,4-oxadiazole-3-carboxamide